(1S,4R)-4-[[(5R)-3-(3,5-difluorophenyl)-5-methyl-4H-isoxazole-5-carbonyl]amino]cyclopent-2-ene FC=1C=C(C=C(C1)F)C1=NO[C@](C1)(C(=O)N[C@H]1C=CCC1)C